N1N=C(C=C1)C(=O)N Pyrazole-3-carboxamide